rac-N-(4-amino-4'-fluoro-[1,1'-biphenyl]-3-yl)-4-((1R,3R)-1-oxo-3-phenyl-4,5-dihydro-3H-1λ6-isothiazol-1-yl)benzamide NC1=C(C=C(C=C1)C1=CC=C(C=C1)F)NC(C1=CC=C(C=C1)[S@]1(=N[C@H](CC1)C1=CC=CC=C1)=O)=O |r|